C1(CC1)S(=O)(=O)NC1=NC=CC(=N1)C(C(=O)NC1=CC=C(C=C1)C1=NC(=CN=C1)C(F)(F)F)CC 2-(2-(cyclopropanesulfonamido)pyrimidin-4-yl)-N-(4-(6-(trifluoromethyl)pyrazin-2-yl)phenyl)butanamide